CC1(NN=C(C=C1)N)NC 3,N3-dimethylpyridazine-3,6-diamine